FC=1C=C(C=CC1)[C@@H]1N(CCC1)C=1C=CC=2N(N1)C(=CN2)C2=CC=CC(=N2)N2CCN(CC2)CC2=CC=C(C=N2)N2C(NC(CC2)=O)=O (R)-1-(6-((4-(6-(6-(2-(3-fluorophenyl)pyrrolidin-1-yl)imidazo[1,2-b]pyridazin-3-yl)pyridin-2-yl)piperazin-1-yl)methyl)pyridin-3-yl)dihydropyrimidine-2,4(1H,3H)-dione